NC1=NC(=C(C=2N1N=C(N2)CC2=NC=CC=C2F)C=2C=CC(N(C2)C)=O)C2=CC(=C(C=C2)F)F 5-[5-amino-7-(3,4-difluorophenyl)-2-[(3-fluoropyridin-2-yl)methyl]-[1,2,4]triazolo[1,5-c]pyrimidin-8-yl]-1-methyl-1,2-dihydropyridin-2-one